OC1=CC=C(C=C1)C(C)=NNC(=O)OC methyl 2-(1-(4-hydroxyphenyl)ethylidene)hydrazine-1-carboxylate